ClC1[C@@](OC2(CCCCC2)C2=CN=NC(=C2)N2CCC3(CC(C3)CO)CC2)(C=CC=C1)C#N (1r,4r)-4-((2-chloro-1-cyanophenoxy)cyclohexyl)-6-(2-(hydroxymethyl)-7-azaspiro[3.5]nonan-7-yl)pyridazine